trans-6-[[4-[(3S)-3-(3-cyano-5-fluoro-phenyl)isoxazolidine-2-carbonyl]cycloheptyl]methoxy]pyrimidine-4-carboxamide C(#N)C=1C=C(C=C(C1)F)[C@H]1N(OCC1)C(=O)[C@@H]1CC[C@H](CCC1)COC1=CC(=NC=N1)C(=O)N